N1=NN(C2=NC=CC=C21)O [1,2,3]triazolo[4,5-b]pyridin-3-ol